C(C)(C)(C)C1=CN=C(S1)C(=O)[C@]12CC=3C=NN(C3C=C1CC[C@@H](C2)N(S(=O)(=O)C=2N=CN(C2)C)C2CC2)C2=CC=C(C=C2)F N-((4aS,6S)-4a-(5-(tert-Butyl)thiazole-2-carbonyl)-1-(4-fluorophenyl)-4,4a,5,6,7,8-hexahydro-1H-benzo[f]indazol-6-yl)-N-cyclopropyl-1-methyl-1H-imidazole-4-sulfonamide